(E)-2-benzylidene-4-(4-trifluoromethylphenyl)-1-phenylbut-3-yn-1-one C(/C1=CC=CC=C1)=C(\C(=O)C1=CC=CC=C1)/C#CC1=CC=C(C=C1)C(F)(F)F